C(C)(=O)N(C=1C=C(C(=NC1)C(=O)OC(C)(C)C)S(=O)(=O)CC)C tert-butyl 5-[acetyl(methyl)amino]-3-ethylsulfonyl-pyridine-2-carboxylate